ClC1=C(C=C(C=C1)S(=O)(=O)C)S(=O)(=O)N1CCC2(CC(CO2)NC[C@@H](COC=2C=C(C=CC2)S(=O)(=O)NC)O)CC1 3-((2S)-3-(8-(2-chloro-5-(methylsulfonyl)phenylsulfonyl)-1-oxa-8-azaspiro[4.5]decan-3-ylamino)-2-hydroxypropoxy)-N-methylbenzenesulfonamide